O[C@]1(C(N(CC1)C)=O)C=1SC(=CN1)C1=NC(=CC=C1)C1=NC(=NC=C1)NC1=NN(C=C1)C (R,S)-3-Hydroxy-1-methyl-3-(5-(6-(2-((1-methyl-1H-pyrazol-3-yl)amino)pyrimidin-4-yl)pyridin-2-yl)thiazol-2-yl)pyrrolidin-2-one